(2S,4S)-4-fluoropyrrolidine-2-carboxamide 4-methylbenzenesulfonate CC1=CC=C(C=C1)S(=O)(=O)O.F[C@H]1C[C@H](NC1)C(=O)N